tert-butyl (S)-7-(4-(5-fluoro-2-(tetrahydro-2H-pyran-4-yl)phenyl)piperidin-1-yl)-5-oxa-2-azaspiro[3.4]octane-2-carboxylate FC=1C=CC(=C(C1)C1CCN(CC1)[C@@H]1COC2(CN(C2)C(=O)OC(C)(C)C)C1)C1CCOCC1